5-chloro-2-((4-methoxy-3-(4-methylpiperazin-1-yl)phenyl)sulfonyl)-3-methyl-1H-indole ClC=1C=C2C(=C(NC2=CC1)S(=O)(=O)C1=CC(=C(C=C1)OC)N1CCN(CC1)C)C